5-fluoro-N,6-dimethylpyridin-2-amine FC=1C=CC(=NC1C)NC